t-butyl (1-(4-((1-(4-(2-hydroxypropoxy)phenyl)-2-oxo-1,2-dihydropyrimidin-4-yl)carbamoyl)piperazin-1-yl)-2-methyl-1-oxopropan-2-yl)carbamate OC(COC1=CC=C(C=C1)N1C(N=C(C=C1)NC(=O)N1CCN(CC1)C(C(C)(C)NC(OC(C)(C)C)=O)=O)=O)C